The molecule is an organic cation obtained by protonation of the imidazole group of (R)-fenticonazole. It is a conjugate acid of a (R)-fenticonazole. It is an enantiomer of a (S)-fenticonazole(1+). [H+].C1=CC=C(C=C1)SC2=CC=C(C=C2)CO[C@@H](CN3C=CN=C3)C4=C(C=C(C=C4)Cl)Cl